Tert-butyl-6-(5-chloropyrimidin-2-yl)-2-azaspiro[3.3]Heptane-2-carboxylate C(C)(C)(C)OC(=O)N1CC2(C1)CC(C2)C2=NC=C(C=N2)Cl